FC1=CC=CC(=N1)NC1=CC2=C(N=C(S2)N)C=C1 N6-[6-fluoro-2-pyridinyl]-1,3-benzothiazole-2,6-diamine